(3R,4R)-1-(5,6-difluoro-1-(4-fluoro-2-(trifluoromethyl)benzyl)-1H-benzimidazol-2-yl)-4-fluoro-3-piperidinamine FC1=CC2=C(N(C(=N2)N2C[C@H]([C@@H](CC2)F)N)CC2=C(C=C(C=C2)F)C(F)(F)F)C=C1F